C1(CCC1)CNCC=1NC2=CC(=CC=C2C1)CN1C(C2=CN=CC(=C2C=C1)N1CC2(C1)COCC2)=O 2-[[2-[(cyclobutylmethylamino)methyl]-1H-indol-6-yl]methyl]-5-(6-oxa-2-azaspiro[3.4]octan-2-yl)-2,7-naphthyridin-1-one